tert-butyl (4-bromo-2-(3-(2-chloropyridin-4-yl)-3-oxopropanamido)phenyl)carbamate BrC1=CC(=C(C=C1)NC(OC(C)(C)C)=O)NC(CC(=O)C1=CC(=NC=C1)Cl)=O